3-(OXOLAN-2-YLMETHOXY)PROPANAL O1C(CCC1)COCCC=O